6-hydroxy-biphenyl-3-carbonitrile OC1=CC=C(C=C1C1=CC=CC=C1)C#N